OC=1C(=NC=C(C1C)/C=N/O)C(=O)NCC(=O)OC methyl (E)-(3-hydroxy-5-((hydroxyimino)methyl)-4-methylpicolinoyl)glycinate